N1=CNC2=NC=CC(=C21)C=2C=NN(C2)C2=CC=C(C=N2)C(C#N)CCS(=O)(=O)C 2-(6-(4-(3H-imidazo[4,5-b]pyridin-7-yl)-1H-pyrazol-1-yl)pyridin-3-yl)-4-(methylsulfonyl)butanenitrile